C1CCONC1 Oxazinane